O=C1NC(CCC1N1C(C2=CC(=C(C=C2C1)N1CCN(CC1)CCNC(OC(C)(C)C)=O)F)=O)=O tert-butyl (2-(4-(2-(2,6-dioxopiperidin-3-yl)-6-fluoro-1-oxoisoindolin-5-yl)-piperazin-1-yl)ethyl)carbamate